N-(5-(2,6-dimethylmorpholino)-4'-((4-(2-hydroxypropan-2-yl)-6-(methylsulfonyl)pyridin-2-yl)amino)-[2,3'-bipyridin]-6'-yl)acetamide CC1OC(CN(C1)C=1C=CC(=NC1)C=1C=NC(=CC1NC1=NC(=CC(=C1)C(C)(C)O)S(=O)(=O)C)NC(C)=O)C